n-hexadecyl-methyl-4-oxo-3,4-dihydroimidazo[5,1-d][1,2,3,5]tetrazine-8-carboxylate C(CCCCCCCCCCCCCCC)C1=NC(=C2N=NN(C(N21)=O)C)C(=O)[O-]